O[C@H](CNC1=NC2=C(C=C(C=C2C(N1CC=1C=NN(C1)C)=O)S(NC1(CC1)C)(=O)=O)N1CCN(CC1)C(=O)N(C)C)C 4-(2-{[(2S)-2-hydroxypropyl]amino}-6-[(1-methylcyclopropyl)sulfamoyl]-3-[(1-methylpyrazol-4-yl)methyl]-4-oxoquinazolin-8-yl)-N,N-dimethylpiperazine-1-carboxamide